CN(C/C=C/C(=O)N1CC2=C(C(C1)C1=C(C(NC=C1)=O)C=1C(=NN(C1)CC)C(F)(F)F)C=C(S2)C#N)C (E)-6-(4-(Dimethylamino)but-2-enoyl)-4-(3-(1-ethyl-3-(trifluoromethyl)-1H-pyrazol-4-yl)-2-oxo-1,2-dihydropyridin-4-yl)-4,5,6,7-tetrahydrothieno[2,3-c]pyridine-2-carbonitrile